ClC1=CC=C(C[C@H]2CO[C@H](CN2C2CCC(CC2)C2=NN(C(=C2)C)C)C(=O)N)C=C1 (2R,5S)-5-(4-chlorobenzyl)-4-(4-(1,5-dimethyl-1H-pyrazol-3-yl)cyclohexyl)morpholine-2-carboxamide